N1CCC(CC1)OC=1C=CC2=C(OCCN2C(=O)OC(C)(C)C)C1 tert-butyl 7-(piperidin-4-yloxy)-2,3-dihydro-4H-benzo[b][1,4]oxazine-4-carboxylate